C(#N)C=1C=CC(=NC1)C(C(=O)NCC1=CC(=C(C(=C1)Cl)C1C(NC(CC1)=O)=O)Cl)(C)C 2-(5-cyanopyridin-2-yl)-N-(3,5-dichloro-4-(2,6-dioxopiperidin-3-yl)benzyl)-2-methylpropanamide